CC1=C(C=CC=C1)C12C(OCC(N1)=O)CCCC2 4a-(2-Methylphenyl)hexahydro-2H-benzo[b][1,4]oxazin-3(4H)-one